C1(CCCCC1)C(C(N1CCC2C1CN(CC2)CCC2=CC=CC=C2)=O)NC(C(C)NC)=O N-[1-cyclohexyl-2-oxo-2-(6-phenethyl-octahydro-pyrrolo[2,3-c]pyridin-1-yl)-ethyl]-2-methylamino-propionamide